tert-butyl 2'-hydroxy-5',6'-dihydrospiro[piperidine-4,4'-pyrrolo[1,2-b]pyrazole]-1-carboxylate Tert-butyl-4-(2-hydroxyethyl)-4-(3-hydroxy-1H-pyrazol-5-yl)piperidine-1-carboxylate C(C)(C)(C)OC(=O)N1CCC(CC1)(C1=CC(=NN1)O)CCO.OC=1C=C2N(N1)CCC21CCN(CC1)C(=O)OC(C)(C)C